Sodium 6-hydroxy-7-((4-hydroxyphenethyl)carbamoyl)naphthalene-2-sulfonate OC=1C=C2C=CC(=CC2=CC1C(NCCC1=CC=C(C=C1)O)=O)S(=O)(=O)[O-].[Na+]